C(CCCCCCCCCCCCCCCCCCCCCCCCCCCCC)OC(CCCCCCCCCCCCCCCCCCC)=O.ClC1=NC=CC=C1\C=C\S(=O)(=O)C1=C(C=CC=C1)Cl (E)-2-chloro-3-(2-(2-chlorophenylsulfonyl)vinyl)pyridine triacontyl-eicosanoate